C1(=CC=CC=C1)C=1N=NNC1 Phenyl-1,2,3-triazole